ClC=1N=C(C2=C(N1)C1=C(O2)N=C(C=C1)OCCN(C)C)N1CCOCC1 2-((2-Chloro-4-morpholinopyrido[3',2':4,5]furo[3,2-d]pyrimidin-7-yl)oxy)-N,N-dimethylethanamine